4-((2S,5R)-4-(1-(3-cyclopropyl-1,2,4-oxadiazol-5-yl)-2-methylpropyl)-5-ethyl-2-methylpiperazin-1-yl)-1-methyl-2-oxo-1,2-diHydropyrido[3,2-d]Pyrimidine-6-carbonitrile C1(CC1)C1=NOC(=N1)C(C(C)C)N1C[C@@H](N(C[C@H]1CC)C=1C2=C(N(C(N1)=O)C)C=CC(=N2)C#N)C